S=P1(SCCS1)OC1=CC=C(C#N)C=C1 4-((2-sulfido-1,3,2-dithiaphospholan-2-yl)oxy)benzonitrile